C(C)(C)(C)OC(C(CCC(=O)N1CCN(CCN(CCNCC1)C(=O)OCC1=CC=CC=C1)C(=O)OCC1=CC=CC=C1)N1CCN(CCN(CCN(CC1)CC(OC(C)(C)C)=O)CC(OC(C)(C)C)=O)CC(=O)OC(C)(C)C)=O dibenzyl 7-(5-(tert-butoxy)-5-oxo-4-(4,7,10-tris(2-(tert-butoxy)-2-oxoethyl)-1,4,7,10-tetraazacyclododecane-1-yl)pentanoyl)-1,4,7,10-tetraazacyclododecane-1,4-dicarboxylate